N-[5-[4-[(3-fluoro-2-pyridyl)amino]cyclohexoxy]-7-morpholino-1,6-naphthyridin-3-yl]methanesulfonamide FC=1C(=NC=CC1)NC1CCC(CC1)OC1=C2C=C(C=NC2=CC(=N1)N1CCOCC1)NS(=O)(=O)C